methyl 6-(((tert-butoxycarbonyl) (methyl) amino) methyl)-5-nitronicotinate C(C)(C)(C)OC(=O)N(C)CC1=NC=C(C(=O)OC)C=C1[N+](=O)[O-]